N-(5-Isopropyl-1H-pyrazol-3-yl)-5-methyl-2-(1-methyl-1H-imidazol-2-yl)-6-(1-methyl-1H-pyrazol-3-yl)pyrrolo[2,1-f][1,2,4]triazin-4-amine C(C)(C)C1=CC(=NN1)NC1=NC(=NN2C1=C(C(=C2)C2=NN(C=C2)C)C)C=2N(C=CN2)C